COC1=NC(=C(C=C1NC=1N=C(C2=C(N1)NC=C2)NC=2C(=C1N=CC=NC1=CC2)P(C)(C)=O)C=2N=COC2)N2CCN(CC2)C (6-((2-((2-methoxy-6-(4-methylpiperazin-1-yl)-5-(oxazol-4-yl)pyridin-3-yl)amino)-7H-pyrrolo[2,3-d]pyrimidin-4-yl)amino)quinoxalin-5-yl)dimethylphosphine oxide